C(C)(C)(C)OC(=O)N1C[C@H](CCC1)N (3S)-3-aminopiperidine-1-carboxylic acid tert-butyl ester